(S)-2-cyclopropyl-2H-1,2,3-triazole C1(CC1)N1N=CC=N1